tert-butyl N-methyl-N-[(E)-3-(4-nitrophenyl)allyl]carbamate CN(C(OC(C)(C)C)=O)C\C=C\C1=CC=C(C=C1)[N+](=O)[O-]